C[C@H]1COCC[C@H]1NC1=C(C(=O)O)C=CC(=C1)C(F)(F)F (((3R,4R)-3-methyltetrahydro-2H-pyran-4-yl)amino)-4-(trifluoromethyl)benzoic acid